NC=1C2=C(NC(N1)=O)SC(=C2C)C 4-amino-5,6-dimethylthieno-[2,3-d]pyrimidin-2(1H)-one